C1(CC1)C(CNC(=O)C1=NN(C(N1)=O)C)C(C)C1=C(C=C(C=C1)F)F N-(2-cyclopropyl-3-(2,4-difluorophenyl)butyl)-1-methyl-5-oxo-4,5-dihydro-1H-1,2,4-triazole-3-carboxamide